nickel-cobalt nickel hydroxide [Ni](O)O.[Co].[Ni]